[Si](C)(C)(C(C)(C)C)O[C@H]1CC[C@H](C=2C=CN=C(C12)Cl)CO ((5R,8S)-8-((tert-butyldimethylsilyl)oxy)-1-chloro-5,6,7,8-tetrahydroisoquinolin-5-yl)methanol